N,N'-Di-t-Butoxycarbonyl-N'-(2-aminophenylmethylthio)guanidine C(C)(C)(C)OC(=O)NC(=N)N(SCC1=C(C=CC=C1)N)C(=O)OC(C)(C)C